(3R)-1-((1-(10H-phenothiazin-2-yl)ethyl)sulfonyl)pyrrolin-3-ol C1=C(C=CC=2SC3=CC=CC=C3NC12)C(C)S(=O)(=O)N1C=C(CC1)O